1,4-dioxo-1,4-dihydronaphthalen-2-yl 2-chlorobenzenesulfonate ClC1=C(C=CC=C1)S(=O)(=O)OC=1C(C2=CC=CC=C2C(C1)=O)=O